bis[bis(trimethylsilyl)amino]-tin (II) C[Si](C)(C)N([Si](C)(C)C)[Sn]N([Si](C)(C)C)[Si](C)(C)C